O=C1NC(CCC1N1N=CC2=CC=C(C=C2C1=O)NCCOCCOCCOC1=CC=C(C=C1)NC(OC(C)(C)C)=O)=O tert-butyl (4-(2-(2-(2-((3-(2,6-dioxopiperidin-3-yl)-4-oxo-3,4-dihydrophthalazin-6-yl)amino)ethoxy)ethoxy)ethoxy)phenyl)carbamate